bis-[2-(methanesulfonyloxy)-4,5-dimethyl-phenyl]urea CS(=O)(=O)OC1=C(C=C(C(=C1)C)C)NC(NC1=C(C=C(C(=C1)C)C)OS(=O)(=O)C)=O